FC(C=1N=CC=2N(C1)C(=CN2)C2=NC=CC(=N2)N2CC(CCC2)S(=O)(=O)NC)F 1-(2-(6-(difluoromethyl)imidazo[1,2-a]pyrazin-3-yl)pyrimidin-4-yl)-N-methylpiperidine-3-sulfonamide